8-acetyl-2-[4-[2-(dimethylamino)ethoxy]phenyl]-3,6-dimethyl-chromen-4-one C(C)(=O)C=1C=C(C=C2C(C(=C(OC12)C1=CC=C(C=C1)OCCN(C)C)C)=O)C